1-((2R,3S,4R,5R)-3-fluoro-5-(hydroxymethyl)-4-((4-methoxyphenyl)diphenylmethoxy)tetrahydrofuran-2-yl)-5-methylpyrimidine-2,4(1H,3H)-dione F[C@@H]1[C@@H](O[C@@H]([C@H]1OC(C1=CC=CC=C1)(C1=CC=CC=C1)C1=CC=C(C=C1)OC)CO)N1C(NC(C(=C1)C)=O)=O